3-chloro-N-((1R,2R,4S)-7-cyano-7-azabicyclo[2.2.1]heptan-2-yl)-5'-(cyanomethyl)-2'-methyl[biphenyl]-4-carboxamide ClC=1C=C(C=CC1C(=O)N[C@H]1[C@H]2CC[C@@H](C1)N2C#N)C2=C(C=CC(=C2)CC#N)C